tri-ethylphosphite C(C)OP(OCC)OCC